CN1C(=NC2=C(C=C(C=C2C1=O)C)[C@@H](C)NC1=C(C=CC=C1)S(=O)(=O)C)S(=O)C 3,6-dimethyl-2-(methylsulfinyl)-8-((R)-1-((2-(methylsulfonyl)phenyl)amino)ethyl)quinazolin-4(3H)-one